FC1=CC=C(C=C1)C1=NC=C(N=C1C1=CC=C(C=C1)F)C 2,3-bis(4-fluorophenyl)-5-methylpyrazine